tert-butyl 7-[2-[4-(4-chlorophenyl)-5-[2-(difluoromethyl)-4-pyridyl]-2-hydroxy-imidazol-1-yl]acetyl]-2,7-diazaspiro[3.5]nonane-2-carboxylate ClC1=CC=C(C=C1)C=1N=C(N(C1C1=CC(=NC=C1)C(F)F)CC(=O)N1CCC2(CN(C2)C(=O)OC(C)(C)C)CC1)O